C(=O)O.N[C@@H](CC#N)CC1=C(C2=NC(=CC(=C2S1)NCC=1OC=CC1)Cl)Br (3s)-3-amino-4-(3-bromo-5-chloro-7-{[(furan-2-yl)methyl]amino}thieno[3,2-b]pyridin-2-yl)butanenitrile formate